[N+](=O)(O)[O-].[Mn].[Co].[Ni] nickel cobalt manganese nitric acid